C(C1=CC=CC=C1)OC(=O)N1C2CNCC(N1C(=O)OCC1=CC=CC=C1)C2 3,6,7-triazabicyclo[3.2.1]Octane-6,7-dicarboxylic acid 6,7-dibenzyl ester